5-[[2,4-dichloro-5-(2-pyridyl)benzoyl]amino]-N-[8-[4-[4-[2-[(2,6-dioxo-3-piperidyl)oxy]ethyl]phenyl]-1-piperidyl]-8-oxo-octyl]-1-phenyl-pyrazole-3-carboxamide formate C(=O)O.ClC1=C(C(=O)NC2=CC(=NN2C2=CC=CC=C2)C(=O)NCCCCCCCC(=O)N2CCC(CC2)C2=CC=C(C=C2)CCOC2C(NC(CC2)=O)=O)C=C(C(=C1)Cl)C1=NC=CC=C1